C(C)OC(=O)[C@H]1C2CCC([C@@H]1NC1=NC(=NN3C1=CC(=C3)C#C)C3=CN(C1=NC=C(C=C13)F)S(=O)(=O)C1=CC=C(C)C=C1)CC2 (1R,2S,3S,4R)-3-((6-ethynyl-2-(5-fluoro-1-tosyl-1H-pyrrolo[2,3-b]pyridin-3-yl)pyrrolo[2,1-f][1,2,4]triazin-4-yl)amino)bicyclo[2.2.2]octane-2-carboxylic acid ethyl ester